2,8-menthadien-2-ol C1(C(=CC(CC1)C(=C)C)O)C